C(C)(C)(C)C1=CC(=C(C=C1)\N=N\C1=CC=C(C=C1)C(C)(C)C)[N+](=O)[O-] (E)-1-(4-(tert-butyl)-2-nitrophenyl)-2-(4-(tert-butyl)phenyl)diazene